O[C@H]1[C@@H](N(C1)C=1C=2N(C(=C(N1)C=1C=NN(C1)C1CN(C1)C(=O)OC(C)(C)C)C)C=CN2)C tert-butyl 3-[4-[8-[(2S,3R)-3-hydroxy-2-methyl-azetidin-1-yl]-5-methyl-imidazo[1,2-a]pyrazin-6-yl]pyrazol-1-yl]azetidine-1-carboxylate